[4-(3-aminophenyl)-1-phenyl-1H-pyrrol-2-yl](3,4,5-trimethoxyphenyl)methanone NC=1C=C(C=CC1)C=1C=C(N(C1)C1=CC=CC=C1)C(=O)C1=CC(=C(C(=C1)OC)OC)OC